C(C)(C)(C)OC(=O)N1CCC(CC1)CC=O.BrC1=CC=C2C3=C(C=CC=C13)C1=CC3=C(N=CC=N3)N=C12 4-bromoacenaphthopyridopyrazine tert-butyl-4-(2-oxoethyl)piperidine-1-carboxylate